FC=1C=C(C=CC1OC1=C2C(=NC=C1)NC(N2C(C)C)=O)NC(=O)C=2C=NN(C2C(F)(F)F)C2=NC=CC=C2C N-(3-fluoro-4-((1-isopropyl-2-oxo-2,3-dihydro-1H-imidazo[4,5-b]pyridine-7-yl)oxy)phenyl)-1-(3-methylpyridine-2-yl)-5-(trifluoromethyl)-1H-pyrazole-4-carboxamide